C(C)(C)(C)OC(N[C@@H]1CN(CC[C@@H]1N=[N+]=[N-])C(=O)C1=CC2=C(N(C(=N2)C2=CC=3C(=NC=CC3)N2CC2CC2)C)C=C1)=O |r| rac-N-[(3R,4S)-4-azido-1-{2-[1-(cyclopropylmethyl)-1H-pyrrolo[2,3-b]pyridin-2-yl]-1-methyl-1H-1,3-benzodiazole-5-carbonyl}piperidin-3-yl]carbamic acid tert-butyl ester